OC1=CC=CC=2C(N([C@H]3C=4N([C@@H](C21)C3)C3=C(N4)C=CC(=C3)C=3C=NC(=NC3)C(C)O)C([2H])([2H])[2H])=O (7R,14R)-1-hydroxy-11-(2-(1-hydroxyethyl)pyrimidin-5-yl)-6-(methyl-d3)-6,7-dihydro-7,14-methanobenzo[f]benzo[4,5]imidazo[1,2-a][1,4]diazocin-5(14H)-one